COC(CC1=C(C=CC=C1)I)=O 2-(2-iodophenyl)acetic acid methyl ester